ClC1=C(C=CC(=C1)C(F)(F)F)NC(CN1C=2N(C(C(=C1CC)N1CCN(CC1)C=1C=NN(C1O)C1CCC1)=O)N=C(N2)N2CCOCC2)=O N-(2-chloro-4-(trifluoromethyl)phenyl)-2-(6-(4-(1-cyclobutyl-5-hydroxy-1H-pyrazole-4-yl)piperazine-1-yl)-5-ethyl-2-morpholino-7-oxo-[1,2,4]triazolo[1,5-a]pyrimidin-4(7H)-yl)acetamide